N-(5-(1-(4-(cyanomethyl)-1-(4-fluoro-2-(trifluoromethyl)benzoyl)piperidin-4-yl)-1H-pyrazol-4-yl)-[1,2,4]triazolo[1,5-a]pyridin-2-yl)cyclopropylcarboxamide C(#N)CC1(CCN(CC1)C(C1=C(C=C(C=C1)F)C(F)(F)F)=O)N1N=CC(=C1)C1=CC=CC=2N1N=C(N2)NC(=O)C2CC2